FC1=C(CN2[C@@H](CCC2=O)CC(=O)N[C@@H]([C@H](OC)C)C(=O)OCC2=CC=CC=C2)C=CC=C1F Benzyl N-(2-((S)-1-(2,3-difluorobenzyl)-5-oxopyrrolidin-2-yl)acetyl)-O-methyl-L-threoninate